vinyl-(pinacol) boron [B].C(=C)CC(O)(C)C(C)(C)O